2-(2-bromoisobutyryloxy) ethyl methacrylate CC(=C)C(=O)OCCOC(=O)C(C)(C)Br